(1,3-thiazol-5-yl)methanol S1C=NC=C1CO